2-Chlorobenzyl ((2S)-2-(((tetrahydro-2H-pyran-2-yl)oxy)carbamoyl)chroman-8-yl)carbamate O1C(CCCC1)ONC(=O)[C@H]1OC2=C(C=CC=C2CC1)NC(OCC1=C(C=CC=C1)Cl)=O